Cl.COC1=CC2=C(C=C(O2)C(C)=O)C(=C1)OC[C@H]1NCCC1 (S)-1-(6-methoxy-4-(pyrrolidin-2-ylmethoxy)benzofuran-2-yl)ethanone hydrochloride